(R)-N-{1-(phenethylamino)propan-2-yl}isoquinoline-6-sulfonamide dihydrochloride Cl.Cl.C(CC1=CC=CC=C1)NC[C@@H](C)NS(=O)(=O)C=1C=C2C=CN=CC2=CC1